CS(=O)(C)=NC1=C(C(=CC=C1)F)C1CC(=NO1)C=1N=C(SC1)C1CCN(CC1)C(=O)OC(C)(C)C tert-butyl 4-(4-(5-(2-((dimethyl(oxo)-λ6-sulfaneylidene)amino)-6-fluorophenyl)-4,5-dihydroisoxazol-3-yl)thiazol-2-yl)piperidine-1-carboxylate